COC1=C(C=CC=C1)S(=O)(=O)N1CCNC2=CC=CC=C12 1-((2-methoxyphenyl)sulfonyl)-1,2,3,4-tetrahydroquinoxaline